COC1=C(C=CC=C1)C1=NN2C(CN(CC2)C(=O)OC(C)(C)C)=C1C1=CC=NC=C1 tert-butyl 2-(2-methoxyphenyl)-3-(pyridin-4-yl)-6,7-dihydropyrazolo[1,5-a]pyrazine-5(4H)-carboxylate